N4-(5-Cyclopropyl-1H-pyrazol-3-yl)-N2-(2-(cyclopropylmethyl)-2-azaspiro[3.3]heptan-6-yl)-N2-methylpyrimidine-2,4-diamine C1(CC1)C1=CC(=NN1)NC1=NC(=NC=C1)N(C)C1CC2(CN(C2)CC2CC2)C1